FC1=C(C=CC(=C1)F)C=1C=NC=2CCN(CC2C1)C=1C(=CC=2N(N1)C(C=C(N2)C)=O)C 7-(3-(2,4-difluorophenyl)-7,8-dihydro-1,6-naphthyridin-6(5H)-yl)-2,8-dimethyl-4H-pyrimido[1,2-b]pyridazin-4-one